3-isopropyl-N-(4-methyl-1,1-dioxidotetrahydro-2H-thiopyran-4-yl)-1-(3-(N-methylsulfamoyl)phenyl)-2-oxo-2,3-dihydro-1H-benzo[d]imidazole-5-carboxamide C(C)(C)N1C(N(C2=C1C=C(C=C2)C(=O)NC2(CCS(CC2)(=O)=O)C)C2=CC(=CC=C2)S(NC)(=O)=O)=O